6-(5-methyl-1H-pyrazol-4-yl)-N-(4-(4-(methylsulfonyl)piperazin-1-yl)pyridin-2-yl)benzo[d]thiazol-2-amine CC1=C(C=NN1)C1=CC2=C(N=C(S2)NC2=NC=CC(=C2)N2CCN(CC2)S(=O)(=O)C)C=C1